4-[4-[6-(acryloyloxy)hexyloxy]benzoyloxy]benzene ethyl-2-(2-((5-chloro-7-((cyclopentylmethyl)amino)benzofuran-3-yl)methoxy)-4-methoxyphenyl)acetate C(C)OC(CC1=C(C=C(C=C1)OC)OCC1=COC2=C1C=C(C=C2NCC2CCCC2)Cl)=O.C(C=C)(=O)OCCCCCCOC2=CC=C(C(=O)OC1=CC=CC=C1)C=C2